O1C(=CC2=C1C=CC=C2)C=2N=C(SC2)N2C1COC(C2)C1 5-(4-(benzofuran-2-yl)thiazol-2-yl)-2-oxa-5-azabicyclo[2.2.1]heptane